methyl 8-(1-(difluoromethyl)-1H-pyrazol-3-yl)-2,8-dimethyl-7,8-dihydro-6H-cyclopenta[e]pyrazolo[1,5-a]pyrimidine-6-carboxylate FC(N1N=C(C=C1)C1(CC(C=2C=NC=3N(C21)N=C(C3)C)C(=O)OC)C)F